(R)-N-(6-(2H-1,2,3-triazol-2-yl)-5-(trifluoromethyl)pyridin-3-yl)-2-chloro-9,9-dimethyl-8,9-dihydro-7H-cyclopenta[d]imidazo[1,2-b]pyridazine-7-carboxamide N=1N(N=CC1)C1=C(C=C(C=N1)NC(=O)[C@@H]1CC(C=2C=3N(N=CC21)C=C(N3)Cl)(C)C)C(F)(F)F